tert-Butyl 5-(2-methoxyethoxy)isoindoline-2-carboxylate COCCOC=1C=C2CN(CC2=CC1)C(=O)OC(C)(C)C